5-(3-methoxy-5-((4-methoxybenzyl)oxy)pyridin-4-yl)-1H-pyrazol-3-amine COC=1C=NC=C(C1C1=CC(=NN1)N)OCC1=CC=C(C=C1)OC